C(C)(=O)N1C(C(CC2=CC(=CC=C12)C(=O)[O-])C)CC 1-acetyl-2-ethyl-3-methyl-1,2,3,4-tetrahydroquinoline-6-carboxylate